methyl (2R,5R)-5-(((1r,4S)-4-methoxycyclohexyl)methyl)pyrrolidine-2-carboxylate COC1CCC(CC1)C[C@H]1CC[C@@H](N1)C(=O)OC